2-Amino-N-(1-{8-chloro-5-[5-(methyl-sulfonyl)pyridin-3-yl]imidazo[1,5-a]-pyridin-6-yl}-ethyl)pyrazolo[1,5-a]-pyrimidine-3-carboxamide trifluoro-acetate salt FC(C(=O)O)(F)F.NC1=NN2C(N=CC=C2)=C1C(=O)NC(C)C=1C=C(C=2N(C1C=1C=NC=C(C1)S(=O)(=O)C)C=NC2)Cl